C(OOOC(CC(C)(C)C)(C)C)(OCCCC)=O 1,1,3,3-tetramethylbutylperoxy n-butyl monocarbonate